C(C)N1CC=2C(C=3C=CC=C(C13)NC1=CC(=NC=C1C(CC([2H])([2H])[2H])=O)NC(=O)C1CC1)=NN(N2)C N-(4-((5-ethyl-2-methyl-4,5-dihydro-2H-[1,2,3]triazolo[4,5-c]quinolin-6-yl)amino)-5-(propanoyl-3,3,3-d3)pyridin-2-yl)cyclopropanecarboxamide